C(C)(C)N1N=C(C=C1)[S@@](=O)(N)=NC(NC1=C2C(=NC(=C1C)C(C)C)CCC2)=O (R)-1-Isopropyl-N'-((2-isopropyl-3-methyl-6,7-dihydro-5H-cyclopenta[b]pyridin-4-yl)carbamoyl)-1H-pyrazole-3-sulfonimidamide